(methoxy)dimethyl-silicon CO[Si](C)C